(7R)-7-[[6-chloro-4-(cyclopropylmethoxy)pyridin-3-yl]amino]-3-cyclopropyl-N-(2-fluoro-2-methylpropyl)-7,8-dihydro-6H-cyclopenta[g]isoquinoline-5-sulfonamide ClC1=CC(=C(C=N1)N[C@@H]1CC=2C(=C(C=3C=C(N=CC3C2)C2CC2)S(=O)(=O)NCC(C)(C)F)C1)OCC1CC1